N=1C=C(N2C1C=NC=C2)C(=O)O imidazo[1,2-a]pyrazine-3-carboxylic acid